C(C)(C)(C)OC(=O)N(CCCNC(OC(C)(C)C)=O)CCCCN(C(CC(=O)O)=O)CCCNC(=O)OC(C)(C)C 9-(tert-butoxycarbonyl)-14-(3-((tert-butoxycarbonyl)amino)propyl)-2,2-dimethyl-4,15-dioxo-3-oxa-5,9,14-triazaheptadecane-17-oic acid